Cl.NC1C(N(CCC1)C1=CC=C(C=C1)N1C[C@@H](CC1)O)=O amino-1-(4-((R)-3-hydroxypyrrolidin-1-yl)phenyl)piperidin-2-one hydrochloride